OC1CCN(CC1)C1=C(C=C(N=N1)C(=O)NCC1=CC=NC=C1)C 6-(4-hydroxypiperidin-1-yl)-5-methyl-N-(pyridin-4-ylmethyl)pyridazine-3-carboxamide